BrCCCCCCN1C=C(C2=CC=CC=C12)C(C(=O)O)CC [1-(6-bromohexyl)-1H-indol-3-yl]-butyric acid